N2-(4-{4-[4-(methylcarbamoyl)phenoxy]benzamido}butanoyl)-L-asparaginyl-L-α-aspartyl-L-alanyl-L-leucyl-L-methionyl-L-prolinamide CNC(=O)C1=CC=C(OC2=CC=C(C(=O)NCCCC(=O)N[C@@H](CC(N)=O)C(=O)N[C@@H](CC(O)=O)C(=O)N[C@@H](C)C(=O)N[C@@H](CC(C)C)C(=O)N[C@@H](CCSC)C(=O)N3[C@@H](CCC3)C(=O)N)C=C2)C=C1